(E)-1-(2,2-dimethylbenzo[d][1,3]dioxan-5-yl)-2-(1H-imidazol-1-yl)ethanone oxime CC1(OCC2=C(O1)C=CC=C2\C(\CN2C=NC=C2)=N/O)C